(N,N'-dimethylguanidino)propyltrimethoxysilane CN(C(=NC)N)CCC[Si](OC)(OC)OC